N-(2-(4-phenylpiperazin-1-yl)propyl)-N-(pyridin-2-yl)propanamide oxalate C(C(=O)O)(=O)O.C1(=CC=CC=C1)N1CCN(CC1)C(CN(C(CC)=O)C1=NC=CC=C1)C